C(CCCCCCC\C=C/CCCC)#N (Z)-9-tetradecenenitrile